2-(BUT-3-YN-1-YLSULFANYL)ACETIC ACID C(CC#C)SCC(=O)O